FC1(OC2=C(O1)C=CC(=C2)[C@H](C)OC=2C=C(C=CC2)N2N=C(C1=C2N(CCC1)C(=O)N1CCC(CC1)C(=O)OC)C(F)(F)F)F methyl (S)-1-(1-(3-(1-(2,2-difluorobenzo[d][1,3]dioxol-5-yl)ethoxy)phenyl)-3-(trifluoromethyl)-4,5,6,7-tetrahydro-1H-pyrazolo[3,4-b]pyridine-7-carbonyl)piperidine-4-carboxylate